ClC1=C(C=CC(=C1)Cl)C=1CCSC2=C(C1C1=CC=C(C=C1)O[C@@H]1CN(CC1)CCCF)C=C(C=C2)O 4-(2,4-Dichlorophenyl)-5-[4-[(3S)-1-(3-fluoropropyl)pyrrolidin-3-yl]oxyphenyl]-2,3-dihydro-1-benzothiepin-7-ol